FC(C=1C=C(C=C(C1)C(F)(F)F)S(=O)(=O)[O-])(F)F.[Na+] sodium 3,5-bistrifluoromethylbenzenesulfonate